N(=[N+]=[N-])CC1=C2C=CNC2=CC(=C1OC1=CC(=C(C=C1)F)C1=NN(C=C1)C(CCOCC(C#C)(C)C)C1=CC(=CC=C1)Br)F 4-(Azidomethyl)-5-(3-(1-(1-(3-bromophenyl)-3-((2,2-dimethylbut-3-yn-1-yl)oxy)propyl)-1H-pyrazol-3-yl)-4-fluorophenoxy)-6-fluoro-1H-indole